(S)-N-(1-(4-(tert-butyl)phenyl)ethyl)-1-ethyl-2-methyl-1H-indole-6-carboxamide C(C)(C)(C)C1=CC=C(C=C1)[C@H](C)NC(=O)C1=CC=C2C=C(N(C2=C1)CC)C